(E)-2-isopropyl-5-(2-(thiazol-4-yl)vinyl)benzene-1,3-diol C(C)(C)C1=C(C=C(C=C1O)\C=C\C=1N=CSC1)O